stibium bismuth [Bi].[Sb]